5-bromo-N-cyclopropyl-3-methyl-2-nitro-aniline BrC=1C=C(C(=C(NC2CC2)C1)[N+](=O)[O-])C